C(C)(C)(C)C=1N(C=CN1)CC1=CC=C(C=C1)C1=C(C=CC(=C1)CC(C)C)S(=O)(=O)NC(OC)=O methyl ((4'-((2-(tert-butyl)-1H-imidazol-1-yl)methyl)-5-isobutyl-[1,1'-biphenyl]-2-yl)sulfonyl)carbamate